3-((4-(6-(([2,3'-bipyridin]-5-ylmethyl)amino)-9-isopropyl-9H-purin-2-yl)phenyl)amino)propan-1-ol N1=C(C=CC(=C1)CNC1=C2N=CN(C2=NC(=N1)C1=CC=C(C=C1)NCCCO)C(C)C)C=1C=NC=CC1